ClC(C(=O)[O-])Cl.[Na+] Sodium dichloroacetate